ClC1=C2C(=NC(=N1)N)N(N=C2)CC2=CC(=C(C=C2)[N+](=O)[O-])C(F)(F)F 4-chloro-1-[[4-nitro-3-(trifluoromethyl)phenyl]methyl]pyrazolo[3,4-d]pyrimidin-6-amine